7-(4-chlorobenzoyl)-5-(3,4-difluorophenyl)-5-hydroxy-2,3-dihydro-1H-pyrrolo[1,2-a]imidazole ClC1=CC=C(C(=O)C=2CC(N3C2NCC3)(O)C3=CC(=C(C=C3)F)F)C=C1